CC(C)(COP(=O)(O)OP(=O)(O)OC[C@@H]1[C@H]([C@H]([C@@H](O1)N2C=NC3=C(N=CN=C32)N)O)OP(=O)(O)O)[C@H](C(=O)NCCC(=O)NCCSC(=O)CCCC[C@@H]4[C@H]5[C@@H](CS4)NC(=O)N5)O The molecule is an acyl-CoA that results from the formal condensation of the thiol group of coenzyme A with the carboxy group of biotin. It derives from a biotin. It is a conjugate acid of a biotinyl-CoA(4-).